C(C)C(COC(\C=C\C1=CC=C(C=C1)OC)=O)CCCC 2-Ethylhexyl-(2E)-3-(4-methoxyphenyl)prop-2-enoate